FC1(CC2(C1)CCN(CC2)CCCNC2=C1C(=NC(=C2)C=2C=C(C(=O)N(CC)CC)C=CC2)C=CS1)F 3-(7-((3-(2,2-difluoro-7-azaspiro[3.5]nonan-7-yl)propyl)amino)thieno[3,2-b]pyridin-5-yl)-N,N-diethylbenzamide